6-{3-{3-deoxy-3-[4-(2-thiazolyl)-1H-1,2,3-triazol-1-yl]-beta-D-galactopyranosyl}-4H-1,2,4-triazol-4-yl}-2-methylbenzothiazole S1C(=NC=C1)C=1N=NN(C1)[C@@H]1[C@H]([C@@H](O[C@@H]([C@@H]1O)CO)C1=NN=CN1C1=CC2=C(N=C(S2)C)C=C1)O